C(C)(C)[Si](C(C)C)(C(C)C)O[Si](C(C)C)(C(C)C)C(C)C tri-i-propylsilyl ether